BrC=1C=2N(C=C(C1)C=1C=NN(C1)C1CCC(CC1)N(C(OC(C)(C)C)=O)C)N=CC2C#N t-Butyl N-[4-[4-(4-bromo-3-cyano-pyrazolo[1,5-a]pyridin-6-yl)pyrazol-1-yl]cyclohexyl]-N-methyl-carbamate